tert-butyl (3-{4-[4-(trifluoromethoxy)butyl]-1H-1,2,3-triazol-1-yl}bicyclo[1.1.1]pentan-1-yl)carbamate FC(OCCCCC=1N=NN(C1)C12CC(C1)(C2)NC(OC(C)(C)C)=O)(F)F